3-methyl-1-oxobutan-2-yl-(methyl)carbamic acid phenylmethyl ester C1(=CC=CC=C1)COC(N(C)C(C=O)C(C)C)=O